C(C1=CC=CC=C1)(=O)OC(C)CC(CC(C)C=CCCCCC)(OC(C1=CC=CC=C1)=O)C 4-methyl-6-(1-n-heptenyl)-2,4-heptanediol dibenzoate